1-benzyl-2-(phosphonooxy)propylcarbamate monocalcium salt [Ca+2].C(C1=CC=CC=C1)C(C(C)OP(=O)(O)O)NC([O-])=O.C(C1=CC=CC=C1)C(C(C)OP(=O)(O)O)NC([O-])=O